7-(4-(2,2,2-Trifluoroethyl)-3-(4-(5-(trifluoromethyl)pyrimidin-2-yl)piperazine-1-carbonyl)piperazin-1-yl)-4-(trifluoromethyl)-2,5,6,7-tetrahydro-3H-cyclopenta[c]pyridazin-3-one FC(CN1C(CN(CC1)C1CCC=2C1=NNC(C2C(F)(F)F)=O)C(=O)N2CCN(CC2)C2=NC=C(C=N2)C(F)(F)F)(F)F